N1-(2-(1-(2-(2,6-dioxopiperidin-3-yl)-1,3-dioxoisoindolin-5-yl)piperidin-4-yl)ethyl)-N4-(2-(((S)-2-methylpyrrolidin-1-yl)methyl)-1H-benzo[d]imidazol-5-yl)terephthalamide O=C1NC(CCC1N1C(C2=CC=C(C=C2C1=O)N1CCC(CC1)CCNC(C1=CC=C(C(=O)NC2=CC3=C(NC(=N3)CN3[C@H](CCC3)C)C=C2)C=C1)=O)=O)=O